(2R,4R)-1-(3-chloro-2-fluorobenzyl)-4-((5-fluoro-4-isobutyryl-6-((5-methyl-1H-pyrazol-3-yl)amino)pyridin-2-yl)methyl)-2-methyl-piperidine-4-carboxylic acid ClC=1C(=C(CN2[C@@H](C[C@@](CC2)(C(=O)O)CC2=NC(=C(C(=C2)C(C(C)C)=O)F)NC2=NNC(=C2)C)C)C=CC1)F